ClC=1C=CC(=CC1)C 3-chloro-6-methylbenzene